C1(=CC=CC=C1)[B-](C1=C(C(=C(C(=C1F)F)F)F)F)(C1=C(C(=C(C(=C1F)F)F)F)F)C1=C(C(=C(C(=C1F)F)F)F)F.C1(=CC=CC=C1)[SH2+] phenylsulfonium phenyl-tris(pentafluorophenyl)borate